N-((2R,3R)-2,3-dimethyloxetan-3-yl)-1,3-diethyl-2,4-dioxo-1,2,3,4-tetrahydroquinazoline-6-sulfonamide C[C@H]1OC[C@@]1(C)NS(=O)(=O)C=1C=C2C(N(C(N(C2=CC1)CC)=O)CC)=O